C(C)(=O)NC1=CC=C(C=C1)CC(=O)N1C=CC2=C1N=CC=1N2C(=CN1)[C@H]1CN(C[C@H]1CC)C(=O)NCC(F)(F)F (3R,4S)-3-(3-(2-(4-acetamidophenyl)acetyl)-3H-imidazo[1,2-a]pyrrolo[2,3-e]pyrazin-8-yl)-4-ethyl-N-(2,2,2-trifluoroethyl)pyrrolidine-1-carboxamide